NCC=1N=CC(=NC1)C1C(NC(CC1)=O)=O 3-(5-(Aminomethyl)pyrazin-2-yl)piperidine-2,6-dione